C1(=C(C=CC=C1)CCCNC1CCNCC1)C N-(3-(o-tolyl)propyl)piperidin-4-amine